N1C(CCCC1)C(C(O)(C1=CC=CC=C1)C1=CC=CC=C1)C1=CC=CC=C1 2-piperidyl-1,1,2-triphenylethanol